ClC=1SC(=CC1[C@@H](C)N(C([O-])=O)C1=C(N=NN1C)C1=NC=C(C=C1)N)Cl (R)-1-(2,5-dichlorothiophen-3-yl)ethyl(4-(5-aminopyridin-2-yl)-1-methyl-1H-1,2,3-triazol-5-yl)carbamate